1,8-diazabicyclo[5.4.0]-7-undecen N12CCCCCC2=NCCC1